FC(C1CN(C1)CC1=CC(=C2CN(C(C2=C1)=O)C1=CC(=CC=C1)[C@@](C(C1=NN=CN1C)(F)F)(C)F)C(F)(F)F)F (R)-6-((3-(difluoromethyl)azetidin-1-yl)methyl)-2-(3-(1,1,2-trifluoro-1-(4-methyl-4H-1,2,4-triazol-3-yl)propan-2-yl)phenyl)-4-(trifluoromethyl)isoindolin-1-one